5-(7-((3S,4R)-3-methoxytetrahydro-2H-pyran-4-yl)-7H-pyrrolo[2,3-b]pyridin-3-yl)-7-(methylamino)pyrazolo[1,5-a]pyrimidine-3-carboxamide CO[C@@H]1COCC[C@H]1N1C=2C(=CC=C1)C(=CN2)C2=NC=1N(C(=C2)NC)N=CC1C(=O)N